1-(3,3,3-trifluoropropyl)piperidine-4-carboxamide FC(CCN1CCC(CC1)C(=O)N)(F)F